CS(=O)(=O)OCC(COS(=O)(=O)C)(C)F 2-fluoro-2-methylpropane-1,3-diyl dimethanesulfonate